6-(8-fluoro-7-(8-fluoronaphthalen-1-yl)-2-((hexahydro-1H-pyrrolizin-7a-yl)methoxy)pyrido[4,3-d]pyrimidin-4-yl)-1,6-diazaspiro[3.6]decan-2-one FC1=C(N=CC2=C1N=C(N=C2N2CC1(CC(N1)=O)CCCC2)OCC21CCCN1CCC2)C2=CC=CC1=CC=CC(=C21)F